Z-pent-2-en C\C=C/CC